1-(2-((3-(2-((1,5-dimethyl-1H-pyrazol-3-yl)amino)-5-methylpyrimidin-4-yl)-1H-indol-7-yl)amino)-2-oxoethyl)pyrrolidine-2-carboxylic acid CN1N=C(C=C1C)NC1=NC=C(C(=N1)C1=CNC2=C(C=CC=C12)NC(CN1C(CCC1)C(=O)O)=O)C